C(C)N1[C@@H](CC1)C(=O)N(C)[C@@H](C)C1=CC=C(C=C1)C1=NNC(=C1C(C)C)C=1C=C(C=2N(C1)N=CN2)C (S)-1-ethyl-N-((S)-1-(4-(4-isopropyl-5-(8-methyl-[1,2,4]triazolo[1,5-a]pyridin-6-yl)-1H-pyrazol-3-yl)phenyl)ethyl)-N-methylazetidine-2-carboxamide